(1S,2S)-N-(6-cyano-7-{6-[(1E)-1-(hydroxyimino)propyl]-4-methylpyridin-3-yl}isoquinolin-3-yl)-2-fluorocyclopropane-1-carboxamide C(#N)C=1C=C2C=C(N=CC2=CC1C=1C=NC(=CC1C)/C(/CC)=N/O)NC(=O)[C@H]1[C@H](C1)F